4-(((6-amino-9-(3-(hydroxymethyl)benzyl)-9H-purin-2-yl)oxy)methyl)pyridin-3-ol NC1=C2N=CN(C2=NC(=N1)OCC1=C(C=NC=C1)O)CC1=CC(=CC=C1)CO